BrC=1C=C(C(=C(C1)F)C(=C)C)OC 5-bromo-1-fluoro-3-methoxy-2-(prop-1-en-2-yl)benzene